ONC(C1=CC=C(C=C1)CNC1=C(C=CC=C1)OC)=O N-hydroxy-4-(((2-methoxyphenyl)amino)methyl)benzamide